[C@H]12CN(C[C@H](CC1)N2)C2=NC(=NC1=C(C(=CC=C21)C2=CC=CC1=CC=CC(=C21)C=C)F)OCC21CCCN1CCC2 4-((1R,5S)-3,8-diazabicyclo[3.2.1]octan-3-yl)-8-fluoro-2-((tetrahydro-1H-pyrrolizin-7a(5H)-yl)methoxy)-7-(8-vinylnaphthalen-1-yl)quinazoline